2-(2-amino-6-((4-aminophenyl)amino)-9H-purin-9-yl)-N-(1-ethyl-3-methyl-1H-pyrazol-5-yl)acetamide NC1=NC(=C2N=CN(C2=N1)CC(=O)NC1=CC(=NN1CC)C)NC1=CC=C(C=C1)N